ClC(C(=O)N1CCOC12CCCCC2)Cl 4-(Dichloroacetyl)-1-oxa-4-azaspiro[4.5]decane